FC1=C(OC2=C(C(=O)N)C=CC(=C2)C2=CC=NN2C)C=CC=C1 2-(2-fluorophenoxy)-4-(1-methyl-1H-pyrazol-5-yl)benzamide